(tert-butoxycarbonyl)hydrazine C(C)(C)(C)OC(=O)NN